C(CCCCCCCC)NC(=O)N(CC)CC N-nonyl-N',N'-diethylurea